N-{4-[(4-Chloro-phenylamino)-methyl]-2,6-dimethyl-phenyl}-2-cyclopentyl-acetamide ClC1=CC=C(C=C1)NCC1=CC(=C(C(=C1)C)NC(CC1CCCC1)=O)C